C(CCC)N[SiH2]NCCCC bis(n-butylamino)silane